(3-(2-(difluoromethoxy)-5-((1-hydroxypropan-2-yl)sulfonyl)phenyl)-1-methyl-1H-pyrazol-4-yl)pyrazolo[1,5-a]pyrimidine-3-carboxamide FC(OC1=C(C=C(C=C1)S(=O)(=O)C(CO)C)C1=NN(C=C1C1=NN2C(N=CC=C2)=C1C(=O)N)C)F